C1(=C(C(=CC(=C1)C)C)N1C(N(CC1)C1=C(C=C(C=C1C)C)C)=[Ru-4](=CC1=C(C=CC(=C1)[N+](=O)[O-])OC(C)C)(Cl)Cl)C (1,3-dimesitylimidazolidin-2-ylidene)dichloro(2-isopropoxy-5-nitrobenzylidene)ruthenium(II)